N-(1-(7-(8-ethynyl-7-fluoro-3-hydroxynaphthalen-1-yl)-8-fluoro-2-(((2S,4R)-4-fluoro-2-methyl-1-(pyridin-2-yl)pyrrolidin-2-yl)methoxy)pyrido[4,3-d]pyrimidin-4-yl)azepan-3-yl)acrylamide C(#C)C=1C(=CC=C2C=C(C=C(C12)C1=C(C=2N=C(N=C(C2C=N1)N1CC(CCCC1)NC(C=C)=O)OC[C@]1(N(C[C@@H](C1)F)C1=NC=CC=C1)C)F)O)F